(5-amino-3-(trifluoromethyl)-1H-pyrazol-1-yl)benzonitrile NC1=CC(=NN1C1=C(C#N)C=CC=C1)C(F)(F)F